2,4,5-trimethoxybenzaldehyde oxime COC1=C(C=NO)C=C(C(=C1)OC)OC